FC1=C(C=CC=C1S(=O)(=O)C)C1=CC(=NC2=C(N=CC=C12)C1=CC=NN1)N1[C@@H](COCC1)C 4-[2-fluoro-3-(methylsulfonyl)phenyl]-2-[(3R)-3-methylmorpholin-4-yl]-8-(1H-pyrazol-5-yl)-1,7-naphthyridine